2-[3-(4-Chloro-2-hydroxy-6-methylphenyl)-7H-pyrrolo[2,3-c]pyridazin-7-yl]-N-methyl-N-[(3S)-oxolan-3-yl]acetamide ClC1=CC(=C(C(=C1)C)C1=CC2=C(N=N1)N(C=C2)CC(=O)N([C@@H]2COCC2)C)O